methyl (S)-2-((S)-4-methyl-2-(((1-(pyridin-3-ylmethyl)cyclopropoxy) carbonyl) amino) pentanamido)-3-((S)-2-oxopyrrolidin-3-yl)propanoate CC(C[C@@H](C(=O)N[C@H](C(=O)OC)C[C@H]1C(NCC1)=O)NC(=O)OC1(CC1)CC=1C=NC=CC1)C